N-[4-[[3-(Aminomethyl)cyclobutyl]methylcarbamoyl]-3-chlorophenyl]-5-(2,3-difluoro-4-methoxyphenyl)-1-methylimidazol-2-carboxamid NCC1CC(C1)CNC(=O)C1=C(C=C(C=C1)NC(=O)C=1N(C(=CN1)C1=C(C(=C(C=C1)OC)F)F)C)Cl